FC1=CC=2N(C=C1C1CCN(CC1)S(=O)(=O)C=1C=NN(C1CC#N)C)N=CN2 2-(4-((4-(7-fluoro-[1,2,4]triazolo[1,5-a]pyridin-6-yl)piperidin-1-yl)sulfonyl)-1-methyl-1H-pyrazol-5-yl)acetonitrile